CSC1=NN2C(C(=N1)SC)=NC=C2 2,4-bis(methylsulfanyl)imidazo[2,1-f][1,2,4]triazine